5-(2-fluoro-6-methoxyphenyl)-3-(1-(piperidin-4-yl)-1H-pyrazol-4-yl)-1H-pyrazolo[4,3-c]pyridazin-6(5H)-one FC1=C(C(=CC=C1)OC)N1N=C2C(=CC1=O)NN=C2C=2C=NN(C2)C2CCNCC2